1-[6-[5-[(6-methylpyridazin-3-yl)amino]benzimidazol-1-yl]-2-[4-methyl-1-(2,2,2-trifluoroethyl)pyrazol-3-yl]-3-pyridyl]ethanol CC1=CC=C(N=N1)NC1=CC2=C(N(C=N2)C2=CC=C(C(=N2)C2=NN(C=C2C)CC(F)(F)F)C(C)O)C=C1